CC1=C(C(=O)O[C@H](C1)[C@@H](C)[C@H]2CC[C@@H]3[C@@]2(C[C@@H]([C@H]4[C@H]3C[C@@H]5[C@]6([C@@]4(C(=O)C[C@@H]([C@@H]6O)OC)C)O5)O)C)CO The molecule is a withanolide that is 5,6:22,26-diepoxyergost-24-ene substituted by hydroxy groups at positions 4, 11 and 27, a methoxy group at position 3 and oxo groups at positions 1 and 26. It has been isolated from the aerial parts of Physalis longifolia. It has a role as a metabolite and a plant metabolite. It is a delta-lactone, a 27-hydroxy steroid, a 4-hydroxy steroid, an 11beta-hydroxy steroid, an ergostanoid, a primary alcohol, a secondary alcohol, a withanolide and an epoxy steroid.